C1(CC1)N(C=1N=CC(=NC1)C1=C(C=C(C=C1)C1=NC=NC(=C1)OC)O)[C@H]1[C@H]([C@@H]2CC[C@H](C1)N2)F 2-(5-(cyclopropyl((1S,2S,3R,5R)-2-fluoro-8-azabicyclo[3.2.1]octan-3-yl)amino)pyrazin-2-yl)-5-(6-methoxypyrimidin-4-yl)phenol